COC1=C(C=C(C(=C1)NC1CNCCC1)[N+](=O)[O-])NC1=NC=CC(=N1)C1=CN(C2=CC=CC=C12)C 2-methoxy-N-[4-(1-methyl-1H-indol-3-yl)-2-pyrimidinyl]-5-nitro-N'-(piperidin-3-yl)-1,4-phenylenediamine